FC=1C=C(C=C(C1)F)N1C(NC(C1)(C(=O)OCC)C)=O ethyl 1-(3,5-difluorophenyl)-4-methyl-2-oxo-imidazolidine-4-carboxylate